((4aR,8aS)-1-(4-Fluorophenyl)-6-((1-propyl-1H-1,2,3-triazol-5-yl)sulfonyl)-4,4a,5,6,7,8,8a,9-octahydro-1H-pyrazolo[3,4-g]isochinolin-4a-yl)(thiazol-2-yl)methanon FC1=CC=C(C=C1)N1N=CC2=C1C[C@@H]1CCN(C[C@]1(C2)C(=O)C=2SC=CN2)S(=O)(=O)C2=CN=NN2CCC